C([C@H]1[C@H]([C@H]([C@@H]([C@@H](O1)OP(=O)([O-])[O-])O)O)O)O The molecule is dianion of alpha-L-galactose 1-phosphate arising from deprotonation of the phosphate OH groups; major species at pH 7.3. It has a role as a fundamental metabolite. It is a conjugate base of an alpha-L-galactose 1-phosphate. It is an enantiomer of an alpha-D-galactose 1-phosphate(2-).